C(CCC)O[Hf](OC)(OC)OCCCC Di-n-Butoxydimethoxyhafnium